(S)-4-(4-chloro-1-oxo-3-(1-((5-oxo-5,8-dihydropyrido[2,3-d]pyrimidin-4-yl)amino)ethyl)-2-phenyl-1,2-dihydroisoquinolin-8-yl)benzonitrile ClC1=C(N(C(C2=C(C=CC=C12)C1=CC=C(C#N)C=C1)=O)C1=CC=CC=C1)[C@H](C)NC=1C2=C(N=CN1)NC=CC2=O